5-((2-(4-((3-(cyanomethyl)-5-cyclopropylbenzyl)amino)butoxy)ethyl)amino)benzo[c][2,6]naphthyridine-8-carboxamide C(#N)CC=1C=C(CNCCCCOCCNC2=NC3=C(C4=CN=CC=C24)C=CC(=C3)C(=O)N)C=C(C1)C1CC1